(R)-1-((4-hydroxy-1-(3-phenylbutyryl)piperidin-4-yl)methyl)-5-(1-methyl-1H-pyrazol-4-yl)-4-phenylpyridin-2(1H)-one OC1(CCN(CC1)C(C[C@@H](C)C1=CC=CC=C1)=O)CN1C(C=C(C(=C1)C=1C=NN(C1)C)C1=CC=CC=C1)=O